5-chloro-N-((R)-1-(2,4-dichlorophenyl)ethyl)-2-((2S,5R)-2,5-dimethylpiperazin-1-yl)pyrimidin-4-amine ClC=1C(=NC(=NC1)N1[C@H](CN[C@@H](C1)C)C)N[C@H](C)C1=C(C=C(C=C1)Cl)Cl